C1CCC2=C(C=3CCCC3C=C12)NC(=O)NS(=O)(=O)\C=C\[C@@]1(N(CCC1)CCC)C (R,E)-N-((1,2,3,5,6,7-Hexahydro-s-indacen-4-yl)carbamoyl)-2-(2-methyl-1-propylpyrrolidin-2-yl)ethen-1-sulfonamid